[Si](C)(C)(C(C)(C)C)OCC1=C(C=CC=C1)C(\C=C\C1=CC(=CC=C1)O)=O [E]-1-[2-([tert-butyldimethylsilyloxy]methyl)phenyl]-3-(3-hydroxyphenyl)prop-2-en-1-one